N-ethoxy-6-((6-fluoro-5-methylpyridin-3-yl)amino)nicotinamide C(C)ONC(C1=CN=C(C=C1)NC=1C=NC(=C(C1)C)F)=O